C(C1=CC=CC=C1)OC1CCC(CC1)CC1=C(NC2=CC(=CC=C12)F)C 3-(((1r,4r)-4-(benzyloxy)cyclohexyl)methyl)-6-fluoro-2-methyl-1H-indole